5-fluoro-2-[(oxacyclohexan-4-ylsulfanyl)methyl]-7-(piperidin-4-ylmethoxy)-3H-quinazolin-4-one FC1=C2C(NC(=NC2=CC(=C1)OCC1CCNCC1)CSC1CCOCC1)=O